3,7-dimethyl-2,6-octadien-1-yl-hexadecanoic acid CC(=CCC(C(=O)O)CCCCCCCCCCCCCC)CCC=C(C)C